FC=1C=C(C(=C(N)C1)OC)C1=NC=C(C=N1)F 5-fluoro-3-(5-fluoropyrimidin-2-yl)-2-methoxyaniline